methyl 2-(chloromethyl)-1-((1-methoxycyclopropyl) methyl)-1H-benzo[d]imidazole-6-carboxylate ClCC1=NC2=C(N1CC1(CC1)OC)C=C(C=C2)C(=O)OC